2-(8-((2S,5R)-2,5-diethyl-4-(1-(4-(1-fluorocyclopropyl)phenyl)ethyl)piperazin-1-yl)-5-methyl-6-oxo-5,6-dihydroimidazo[1,2-b]pyridazin-2-yl)acetonitrile C(C)[C@@H]1N(C[C@H](N(C1)C(C)C1=CC=C(C=C1)C1(CC1)F)CC)C=1C=2N(N(C(C1)=O)C)C=C(N2)CC#N